CC1=C(OC2=C(C=C(C=C2C1=O)C)[C@@H](C)NC=1C(=NC=CC1)C)C=1C=NC=CC1 3,6-Dimethyl-8-[(1R)-1-[(2-methyl-3-pyridyl)amino]ethyl]-2-(3-pyridyl)chromen-4-one